C(C(C)C)OC(=O)C(C1=CC=CC=C1)OC1=C(N(N=C1C)CC)C(=O)[O-].C1=C(C=CC2=CC(=CC=C12)S(=O)(=O)O)S(=O)(=O)[O-].[Na+].[Na+] disodium 2,6-naphthalenedisulfonate isobutoxycarbonyl-4-benzyloxy-2-ethyl-5-methyl-pyrazole-3-carboxylate